2,3-dihydrofuro[2,3-c]pyridine-5-carbaldehyde O1CCC=2C1=CN=C(C2)C=O